C(#N)C1=CC=C(C=C1)C1=NC(=NO1)C1=CC=C(C2=CC=CC=C12)CN1CC(C1)C(=O)O 1-((4-(5-(4-cyanophenyl)-1,2,4-oxadiazol-3-yl)naphthalen-1-yl)methyl)azetidine-3-carboxylic acid